ClC1=C(C=CC(=C1)C(=O)O)C1=CC=CC=C1 2-chloro-[1,1'-biphenyl]-4-carboxylic acid